5-methyl-1-(4-((4'-((1-methylpiperidin-4-yl)oxy)-[1,1'-biphenyl]-4-yl)methyl)phenyl)-1H-1,2,4-triazole-3-carboxamide CC1=NC(=NN1C1=CC=C(C=C1)CC1=CC=C(C=C1)C1=CC=C(C=C1)OC1CCN(CC1)C)C(=O)N